N-[4-(2-{2-[3-(2-Fluoro-5-trimethylsilanyl-phenyl)-ureido]-thiazol-5-yl}-ethyl)-pyridin-2-yl]-acetamide FC1=C(C=C(C=C1)[Si](C)(C)C)NC(NC=1SC(=CN1)CCC1=CC(=NC=C1)NC(C)=O)=O